2-(1-methyl-3,5-diphenyl-pyrazol-4-yl)ethanehydroxamic acid CN1N=C(C(=C1C1=CC=CC=C1)CC(=O)NO)C1=CC=CC=C1